CC1=C(C(C=C(C1=O)C)=O)C\C=C(\CCC[C@@H](CCC[C@@H](CCCC(C)C)C)C)/C 3,5-dimethyl-2-((2E,7R,11R)-3,7,11,15-tetramethyl-2-hexadecen-1-yl)p-benzoquinone